N[C@@H](CCCN)C(=O)O |r| racemic-ornithine